2-(2-nitro-4-methylsulfonyl-benzoyl)cyclohexane-1,3-dione [N+](=O)([O-])C1=C(C(=O)C2C(CCCC2=O)=O)C=CC(=C1)S(=O)(=O)C